BrC=1C=C2CN(C(C2=CC1C)=O)CCCO 5-bromo-2-(3-hydroxypropyl)-6-methylisoindolin-1-one